O=C(CCN)CCCCCC 4-oxoazadecane